potassium mercuric nitrate [N+](=O)([O-])[O-].[Hg+2].[K+].[N+](=O)([O-])[O-].[N+](=O)([O-])[O-]